COC1=CC=C(C=N1)CN1C2CN(CC1C2)C2=CC=C(C=N2)C=2C=1N(C=C(C2)NCCC)N=CC1C#N 4-(6-(6-((6-methoxypyridin-3-yl)methyl)-3,6-diazabicyclo[3.1.1]heptan-3-yl)pyridin-3-yl)-6-(propylamino)pyrazolo[1,5-a]pyridine-3-carbonitrile